C(C)N(S(=O)(=O)C1=CN=C2N1N=CC=C2)[C@@H](C(F)(F)F)C2=CC=C(C=C2)C(F)(F)F (R)-N-ethyl-N-(2,2,2-trifluoro-1-(4-(trifluoromethyl)phenyl)ethyl)imidazo[1,2-b]pyridazine-3-sulfonamide